6-fluoro-N-methyl-5-(3-(4-(4-methylpiperazin-1-yl)phenyl)-1H-pyrazolo[3,4-c]pyridin-5-yl)-1,2,3,4-tetrahydronaphthalen-1-amine FC=1C(=C2CCCC(C2=CC1)NC)C=1C=C2C(=CN1)NN=C2C2=CC=C(C=C2)N2CCN(CC2)C